rel-3-[(3-fluoro-2-methoxyphenyl)amino]-2-(3-{2-[(2R)-2-methyl-1-(prop-2-enoyl)azetidin-2-yl]ethynyl}pyridin-4-yl)-1H,5H,6H,7H-pyrrolo[3,2-c]pyridin-4-one FC=1C(=C(C=CC1)NC1=C(NC2=C1C(NCC2)=O)C2=C(C=NC=C2)C#C[C@@]2(N(CC2)C(C=C)=O)C)OC |o1:26|